7-(1H-indazol-4-yl)-1-(2-(tetrahydro-2H-pyran-4-yl)ethyl)-3,4-dihydropyrazino[2,3-b]pyrazin-2(1H)-one N1N=CC2=C(C=CC=C12)C1=CN=C2C(=N1)N(C(CN2)=O)CCC2CCOCC2